ClC=1C(=C(C(=CC1)C(F)F)C1=CN=CC(=N1)C(=O)NC=1C=NN(C1)C(C)C=1C=NC(=C(C1C)F)N1C([C@@H]2C[C@@H]2C1)=O)F 6-(3-Chloro-6-(difluoromethyl)-2-fluorophenyl)-N-(1-(1-(5-fluoro-4-methyl-6-((1R,5S)-2-oxo-3-azabicyclo[3.1.0]hexan-3-yl)pyridin-3-yl)ethyl)-1H-pyrazol-4-yl)pyrazine-2-carboxamide